N-((5-fluoro-6-(2-(thiazol-4-yl)ethyl)-1H-indol-2-yl)methyl)-1-methylcyclopropane-1-carboxamide FC=1C=C2C=C(NC2=CC1CCC=1N=CSC1)CNC(=O)C1(CC1)C